C(C)C1=C(C=CC=2N(C3=CC=CC=C3CC12)C)OC ethyl-2-methoxy-10-methylacridine